ClC=1C=C2C=NN(C2=CC1N1CC2C(C(C1)C2)(O)C2=CC=CC=C2)C=2C=NN(C2)C21CC(C2)(C1)COC 3-[5-chloro-1-[1-[3-(methoxymethyl)-1-bicyclo[1.1.1]pentanyl]pyrazol-4-yl]indazol-6-yl]-6-phenyl-3-azabicyclo[3.1.1]heptan-6-ol